tert-butyl 3-(2-(4-chloro-2-methoxyphenyl)-1-cyano-1-morpholinoethyl)-6-methoxy-1H-indole-1-carboxylate ClC1=CC(=C(C=C1)CC(N1CCOCC1)(C#N)C1=CN(C2=CC(=CC=C12)OC)C(=O)OC(C)(C)C)OC